COC1=C(C=CC(=N1)N1C(C2(CC1)NC1=CC=CC=C1C2)=O)C=2C=NNC2 (6-methoxy-5-(1H-pyrazol-4-yl)pyridin-2-yl)spiro[indolin-2,3'-pyrrolidine]-2'-one